FC(C1=CC(=NC=2N1N=CC2)C2=CC(=C(C=C2)C)C)F 7-difluoromethyl-5-(3,4-dimethylphenyl)pyrazolo[1,5-a]pyrimidine